FC(C=1C(=NC=CN1)C(=O)O)(F)F 3-(trifluoromethyl)-pyrazine-2-carboxylic acid